4-methyl-5-[3-methyl-7-[[5-(3-oxa-6-azaspiro[3.3]heptane-6-carbonyl)-2-pyridyl]amino]imidazo[4,5-b]pyridin-5-yl]oxy-pyridine-2-carbonitrile CC1=CC(=NC=C1OC1=CC(=C2C(=N1)N(C=N2)C)NC2=NC=C(C=C2)C(=O)N2CC1(OCC1)C2)C#N